lithium tri-n-butoxide [O-]CCCC.[O-]CCCC.[O-]CCCC.[Li+].[Li+].[Li+]